N1C=CN=CC2=C1C(CS2)=O Thieno[3,2-e][1,4]diazepin-8-one